Ethyl 2-amino-5-(3-amino-7-(1H-pyrazol-4-yl) isoxazolo[4,5-c]pyridin-4-yl)-4-fluorobenzoate NC1=C(C(=O)OCC)C=C(C(=C1)F)C1=NC=C(C2=C1C(=NO2)N)C=2C=NNC2